C(C)(C)C1=C(C=CC=C1)C1COCC(N1)=O 5-(2-isopropylphenyl)morpholin-3-one